C[C@@H]1O[C@@H](CN(C1)C1=CC=CC(=N1)C1=NC2=CC(=NC=C2C=C1)CNC(C1=CC(=C(C=C1)C)S(=O)(=O)CCCOC)=O)C N-((2-(6-((cis)-2,6-dimethylmorpholino)pyridin-2-yl)-1,6-naphthyridin-7-yl)methyl)-3-((3-methoxypropyl)sulfonyl)-4-methylbenzamide